CHROMAN-3-CARBALDEHYDE O1CC(CC2=CC=CC=C12)C=O